tert-butyl(2-amino-4-fluoro-5-(4-(4-methyl-2-oxopiperazin-1-yl)piperidin-1-yl)phenyl)carbamate C(C)(C)(C)OC(NC1=C(C=C(C(=C1)N1CCC(CC1)N1C(CN(CC1)C)=O)F)N)=O